C(C)(C)(C)C=1C=CC(=C(C1)N(C1=CC=C(C=N1)C(=O)O)CC)C 6-[(5-tert-butyl-2-methylphenyl)(ethyl)amino]pyridine-3-carboxylic Acid